C1(CC2C(CC1)O2)C(=O)OCCOC(=O)C2CC1C(CC2)O1 ethylene glycol e-bis(3,4-epoxycyclohexanecarboxylate)